NCC=1C=C(C=CC1)C=1C=C(C2=C(C(=CO2)COC2=C(C=CC=C2)CC(=O)OCC)C1)C1=CN(C(C(=C1)C)=O)C ethyl 2-(2-((5-(3-(aminomethyl)phenyl)-7-(1,5-dimethyl-6-oxo-1,6-dihydropyridin-3-yl)benzofuran-3-yl)methoxy)phenyl)acetate